OC=1C=CC=C2C=C(C=3N(C12)N=C(N3)C)C(=O)N 9-hydroxy-2-methyl-[1,2,4]triazolo[1,5-a]quinoline-4-carboxamide